(Z)-3-hydroxy-1-(2-(4-hydroxy-3-methylphenyl)-4-methoxybenzofuran-5-yl)-3-phenylprop-2-en-1-one O\C(=C/C(=O)C=1C=CC2=C(C=C(O2)C2=CC(=C(C=C2)O)C)C1OC)\C1=CC=CC=C1